(bromoacetyl)benzoic acid BrCC(=O)C1=C(C(=O)O)C=CC=C1